COCOC=1C(=CC2=CN(N=C2C1C)C)C1=NC=C(C(=N1)C)C(=O)N[C@@H]1C[C@@H](CC1)NC(OC(C)(C)C)=O tert-butyl N-[(1R,3S)-3-[[2-[6-(methoxymethoxy)-2,7-dimethyl-indazol-5-yl]-4-methyl-pyrimidine-5-carbonyl]amino]cyclopentyl]carbamate